O[C@@H](C[N+](C)(C)C)CC(=O)OC(C)C (R)-2-hydroxy-4-isopropoxy-N,N,N-trimethyl-4-oxobutan-1-aminium